C(#N)CCNC(=O)C1CCN(CC1)CCC1=CC=C(C=C1)OC=1SC2=C(N1)C=CC=C2 1-{2-[4-(Benzothiazol-2-yloxy)-phenyl]-ethyl}-piperidine-4-carboxylic acid (2-cyano-ethyl)-amide